Cl.NC/C(/CN1N=CN(C1=O)CC=1SC(=CC1)C1=CC=C(C=C1)N1CCNCC1)=C\F 2-[(2E)-2-(aminomethyl)-3-fluoroprop-2-en-1-yl]-4-({5-[4-(piperazin-1-yl)phenyl]thiophen-2-yl}methyl)-2,4-dihydro-3H-1,2,4-triazol-3-one hydrochloride